COC(C1=C(C=C(C(=C1)OCCC)OCCC)N)=O 2-amino-4,5-dipropoxybenzoic acid methyl ester